CC=1OC2=C(C1C1(CC1)NS(=O)(=O)C1CC1)C=C(C=C2)OCC=2C(=NC=CC2)C(F)(F)F N-[1-(2-methyl-5-{[2-(trifluoromethyl)pyridin-3-yl]methoxy}-1-benzofuran-3-yl)cyclopropyl]cyclopropanesulfonamide